BrC1=C(C=C2C(=NC(=NC2=C1F)OC[C@H]1N(CCC1)CCCCC(OC)OC)N1CC2CCC(C1)N2C(=O)OC(C)(C)C)F tert-butyl 3-(7-bromo-2-(((S)-1-(5,5-dimethoxypentyl)pyrrolidin-2-yl)methoxy)-6,8-difluoroquinazolin-4-yl)-3,8-diazabicyclo[3.2.1]octane-8-carboxylate